1-(3-methoxyphenyl)-3-nitro-pyrazole COC=1C=C(C=CC1)N1N=C(C=C1)[N+](=O)[O-]